3-(hydroxymethyl)-N7-methyl-3-phenyl-N5-(1H-pyrazol-4-yl)-2,3-dihydrobenzofuran-5,7-dicarboxamide OCC1(COC2=C1C=C(C=C2C(=O)NC)C(=O)NC=2C=NNC2)C2=CC=CC=C2